C1(CC1)C1=NN(C(=C1)C1=C(C=CC(=C1)F)C)C1CC2(CN(C2)C(=O)C2=C(C=CC(=C2)O)F)C1 (6-(3-cyclopropyl-5-(5-fluoro-2-methylphenyl)-1H-pyrazol-1-yl)-2-azaspiro[3.3]heptan-2-yl)(2-fluoro-5-hydroxyphenyl)methanone